FC(C(C)(O)CC)F 1,1-difluoro-2-ethylpropan-2-ol